S1C=C(C=C1)CCSCC 2-{[2-(thiophen-3-yl)ethyl]sulfanyl}ethan